3,3-Dimethyl-N-[1-(3-methyl-benzo[b]thiophen-2-ylmethyl)-2,3-dihydro-1H-indol-5-yl]-butyramide CC(CC(=O)NC=1C=C2CCN(C2=CC1)CC1=C(C2=C(S1)C=CC=C2)C)(C)C